C1(CC1)C1=C2CCN(C(C2=CC(=C1)CN1C(=NC=C1)NC)=O)[C@@H](C)C=1C=NC(=C(C1)OC)F (S)-5-cyclopropyl-2-(1-(6-fluoro-5-methoxypyridin-3-yl)ethyl)-7-((2-(methylamino)-1H-imidazol-1-yl)methyl)-3,4-dihydroisoquinolin-1(2H)-one